4-((6-methylpyrazin-2-yl)oxy)benzaldehyde CC1=CN=CC(=N1)OC1=CC=C(C=O)C=C1